N-[6-[[3-(diethylcarbamoyl)-6,7-dihydroxy-5-nitro-naphthalene-2-carbonyl]-ethyl-amino]hexyl]carbamic acid tert-butyl ester C(C)(C)(C)OC(NCCCCCCN(CC)C(=O)C1=CC2=CC(=C(C(=C2C=C1C(N(CC)CC)=O)[N+](=O)[O-])O)O)=O